(R)-1-(4-(5-(2-aminopyrimidin-4-yl)-4-(4-fluorophenyl)-1H-imidazol-1-yl)piperidin-1-yl)-2-(2,4-difluorophenyl)-3-(1H-1,2,4-triazol-1-yl)propan-2-ol NC1=NC=CC(=N1)C1=C(N=CN1C1CCN(CC1)C[C@](CN1N=CN=C1)(O)C1=C(C=C(C=C1)F)F)C1=CC=C(C=C1)F